BrC=1C(=C(C(=O)C2CCC3N(CC4=CC=CC=C34)C2=O)C=C(C1)C)OCOC 3-(3-bromo-2-(methoxymethoxy)-5-methylbenzoyl)-2,3,6,10b-tetrahydropyrido[2,1-a]isoindol-4(1H)-one